N-(4-chlorobenzyl)-3-(3,5-dimethyl-1-(3-methyl-[1,2,4]triazolo[4,3-b]pyridazin-6-yl)-1H-pyrazol-4-yl)propionamide ClC1=CC=C(CNC(CCC=2C(=NN(C2C)C=2C=CC=3N(N2)C(=NN3)C)C)=O)C=C1